5-methylpyrido[4,3-D]pyrimidine CC1=NC=CC=2N=CN=CC21